FC1=C(C=C(C(=C1)C(CO)(C)C)O)CC(=O)NC1=CC(=NC=C1)C(=O)NC1(CCC1)CO 4-[[2-[2-Fluoro-5-hydroxy-4-(2-hydroxy-1,1-dimethyl-ethyl)phenyl]acetyl]amino]-N-[1-(hydroxymethyl)cyclobutyl]pyridine-2-carboxamide